4-(7-(aminomethyl)-3-(4-(trifluoromethoxy)phenyl)quinoxalin-2-yl)benzonitrile NCC1=CC=C2N=C(C(=NC2=C1)C1=CC=C(C#N)C=C1)C1=CC=C(C=C1)OC(F)(F)F